N-(7-chloro-6-(1-(4-hydroxy-3-methyltetrahydrofuran-3-yl)piperidin-4-yl)isoquinolin-3-yl)-2-oxabicyclo[4.1.0]heptane-7-carboxamide ClC1=C(C=C2C=C(N=CC2=C1)NC(=O)C1C2CCCOC12)C1CCN(CC1)C1(COCC1O)C